N1C=NC2=C1C=CC(=C2)N2C([C@H]([C@H]2C2=CC(=C(C=C2)C=2C=NN(C2)C(F)(F)F)C)C2CC2)=O (3S,4S)-1-(1H-benzo[d]imidazol-5-yl)-3-cyclopropyl-4-(3-methyl-4-(1-(trifluoromethyl)-1H-pyrazol-4-yl)phenyl)azetidin-2-one